O=C1CN=C(C2=C(N1)C1=CC=CC=C1C=C2)C=2C=C(C=CC2)NS(=O)(=O)C2=CC=CC=C2 N-[3-(2-oxo-2,3-dihydro-1H-naphtho[1,2-e][1,4]diazepin-5-yl)phenyl]benzenesulfonamide